C1(CCCC1)N1C(C(=CC2=C1N=C(N=C2)S(=O)C)C(F)F)=O 8-cyclopentyl-6-(difluoromethyl)-2-(methylsulfinyl)pyrido[2,3-d]pyrimidin-7(8H)-one